(S)-N-(3-chloro-2,4-difluorophenyl)-N-methyl-2-oxo-3-(4-(trifluoromethyl)pyrrolo[1,2-a]pyrimidin-2-yl)imidazolidine-4-carboxamide ClC=1C(=C(C=CC1F)N(C(=O)[C@H]1N(C(NC1)=O)C1=NC=2N(C(=C1)C(F)(F)F)C=CC2)C)F